[2-(4-methoxy-naphthalen-2-ylamino)-5-methyl-pyrimidin-4-ylamino]-3H-benzoxazol-2-one COC1=CC(=CC2=CC=CC=C12)NC1=NC=C(C(=N1)NN1C(OC2=C1C=CC=C2)=O)C